BrC1=C(C=CC(=C1)C(=O)OCC)CC1=CC=C(C=C1)CCC1CCN(CC1)C(=O)OC(C)(C)C tert-butyl 4-[2-[4-[(2-bromo-4-ethoxycarbonyl-phenyl)methyl]phenyl] ethyl]piperidine-1-carboxylate